ClC=1C=C(C=C2C(=C(C=NC12)C#N)N[C@H](CCO)C1=CC=CC=C1)NC([2H])(C=1C=NC=CC1)C=1N=NN(C1)C1CC1 8-chloro-6-(((1-cyclopropyl-1H-1,2,3-triazol-4-yl)(pyridin-3-yl)methyl-d)amino)-4-(((R)-3-hydroxy-1-phenylpropyl)amino)quinoline-3-carbonitrile